(S)-1-amino-1,2,3,4-tetrahydronaphthalene N[C@H]1CCCC2=CC=CC=C12